(S)-3-(3-Cyano-4-fluorophenyl)-1-(8-fluoro-6-oxo-1,4,5,6-tetrahydro-2H-thiopyrano[3,4-c]isoquinolin-1-yl)-1-methylurea C(#N)C=1C=C(C=CC1F)NC(N(C)[C@@H]1CSCC=2NC(C=3C=C(C=CC3C21)F)=O)=O